(R)-1-(2-acryloyl-2,7-diazaspiro[3.5]nonan-7-yl)-5,5-dichloro-2-(2-chlorophenyl)pent-4-en-1-one C(C=C)(=O)N1CC2(C1)CCN(CC2)C([C@H](CC=C(Cl)Cl)C2=C(C=CC=C2)Cl)=O